OC(CC)[C@@H]1[C@@H]2CC[C@H](CN1C(=O)OCC1=CC=CC=C1)N2C(=O)OC(C)(C)C O3-benzyl O8-tert-butyl (1S,2S,5R)-2-(1-hydroxypropyl)-3,8-diazabicyclo[3.2.1]octane-3,8-dicarboxylate